BrC=1C=C(C=2N(C1)N=CC2C#N)O 6-Bromo-4-hydroxy-pyrazolo[1,5-a]pyridine-3-carbonitrile